FCCN1C2=CC=CC(=C2C=2C(CCCC12)C(=O)Cl)OC 9-(2-fluoroethyl)-5-methoxy-2,3,4,9-tetrahydro-1H-carbazole-4-carboxylic acid chloride